2-(8,8-Dimethyl-3,4,9,10-tetrahydro-2H-pyrano[2,3-h]chromen-3-yl)-5-methylphenol CC1(CCC=2C(=CC=C3CC(COC23)C2=C(C=C(C=C2)C)O)O1)C